N(N)C(=O)[C@@H]1CC[C@H](CC1)NC(OCC1=CC=CC=C1)=O Benzyl [trans-4-(hydrazinocarbonyl)cyclohexyl]carbamate